Tert-butyl 4-((3-(2,6-dioxopiperidin-3-yl)-1-methyl-1H-indazol-7-yl)glycyl)-piperazine-1-carboxylate O=C1NC(CCC1C1=NN(C2=C(C=CC=C12)NCC(=O)N1CCN(CC1)C(=O)OC(C)(C)C)C)=O